C(CCCCC(=O)OC1=CC=C2C3=C1O[C@@H]1[C@]34CCN([C@@H]([C@@]4(CCC1=O)O)C2)CC=C)(=O)OC2=CC=C1C4=C2O[C@@H]2[C@]43CCN([C@@H]([C@@]3(CCC2=O)O)C1)CC=C bis((4R,4aS,7aR,12bS)-3-allyl-4a-hydroxy-7-oxo-2,3,4,4a,5,6,7,7a-octahydro-1H-4,12-methanobenzofuro[3,2-e]isoquinolin-9-yl) adipate